C(#N)C1=CC(=CC2=C1SC(=C2)C=2SC(=C(N2)C)C(=O)OCC2=CC=C(C=C2)OC)C2(OCCCO2)C 4-methoxybenzyl 2-(7-cyano-5-(2-methyl-1,3-dioxan-2-yl) benzo[b]thiophen-2-yl)-4-methylthiazole-5-carboxylate